COCCOCCOCCOC(C=C)=O 2-[2-(2-Methoxyethoxy)-ethoxy]ethylacrylat